2,6-Di-tert-butyl-4-hydroxy-ethylphenol C(C)(C)(C)CCC1=C(C(=CC(=C1)O)C(C)(C)C)O